(6S,12aR)-2-((E)-benzylideneamino)-6-methyl-2,3,12,12a-tetrahydropyrazino[1',2':1,6]pyrido[3,4-b]indole-1,4(6H,7H)-dione C(/C1=CC=CC=C1)=N\N1C([C@H]2CC3=C(NC=4C=CC=CC34)[C@@H](N2C(C1)=O)C)=O